(2S)-1-(4-(6-(6-ethynyl-2,4-dimethylpyridin-3-yl)-4,7-dimethyl-7H-pyrrolo[2,3-d]pyrimidin-5-yl)cyclohex-3-ene-1-carbonyl)pyrrolidine-2-carboxamide C(#C)C1=CC(=C(C(=N1)C)C1=C(C2=C(N=CN=C2C)N1C)C1=CCC(CC1)C(=O)N1[C@@H](CCC1)C(=O)N)C